NC=1N=CN(C(C1C(=O)OC)=O)C1=C(C=C(C=C1Cl)Br)Cl methyl 4-amino-1-(4-bromo-2,6-dichloro-phenyl)-6-oxo-pyrimidine-5-carboxylate